4-[(1S)-1-[[4-(cyclohexylmethylamino)tetrahydropyran-4-carbonyl]amino]ethyl]benzoic acid C1(CCCCC1)CNC1(CCOCC1)C(=O)N[C@@H](C)C1=CC=C(C(=O)O)C=C1